O1C=NC2=C1C=CC(=C2)C[C@]21[C@H](N(C[C@H]1C2)S(=O)(=O)C2=CC=C(C)C=C2)C(=O)NC2CCC(CC2)(F)F (1R,2S,5S)-(benzo[d]oxazol-5-ylmethyl)-N-(4,4-difluorocyclohexyl)-3-tosyl-3-azabicyclo[3.1.0]hexane-2-carboxamide